N-cyclopentyl-3,4-dimethyl-pyrimido[4',5':4,5]furo[2,3-c]pyridazin-8-amine C1(CCCC1)NC1=NC=NC2=C1OC=1N=NC(=C(C12)C)C